CC(=CC(=O)N[C@@H](CCCC)C(=O)O)C dimethylacrylnorleucine